C(CCCC1=C(C(=O)N)C=CC=C1)C1=C(C(=O)N)C=CC=C1 (butane-1,4-diyl)-dibenzamide